NC1=NC(C2=NC=NC2=N1)(N)N 2,6-diaminoadenine